glutamic acid bis(2-aminoethyl) ester trihydrochloride Cl.Cl.Cl.NCCOC([C@@H](N)CCC(=O)OCCN)=O